COC(=O)C1=C(C2=C(C=CO2)C(=C1)OC)N 7-Amino-4-methoxybenzofuran-6-carboxylic acid methyl ester